FC(S(=O)(=O)N[C@@H]1[C@@H](CN(CC1)C1=NC=CC=C1)COC1CCC(CC1)C=1C=C2C=NN(C2=CC1)C)(F)F 1,1,1-trifluoro-N-((3R,4S)-3-((((1s,4R)-4-(1-methyl-1H-indazol-5-yl)cyclohexyl)oxy)methyl)-1-(pyridin-2-yl)piperidin-4-yl)methanesulfonamide